FC1=C(C(=CC(=C1F)F)F)[B-](C1=C(C(=C(C=C1F)F)F)F)(C1=C(C(=C(C=C1F)F)F)F)C1=C(C(=C(C=C1F)F)F)F.C[NH+](C(C)(C)C)C dimethyl-(tertiary butyl)ammonium tetra(2,3,4,6-tetrafluorophenyl)borate